methyl-5-((1-methyl-6-((1-methyl-1H-pyrazol-4-yl)amino)-1H-pyrazolo[3,4-d]pyrimidin-3-yl)amino)-N-(2-(2-methylpiperidin-1-yl)ethyl)nicotinamide CC1=C(C(=O)NCCN2C(CCCC2)C)C=C(C=N1)NC1=NN(C2=NC(=NC=C21)NC=2C=NN(C2)C)C